(2R)-7-amino-4-{[3-(difluoromethyl)phenyl]methyl}-8-fluoro-2-methyl-3-oxo-2H-1,4-benzoxazine-6-carbonitrile NC1=C(C2=C(N(C([C@H](O2)C)=O)CC2=CC(=CC=C2)C(F)F)C=C1C#N)F